diethyl ((6-(5-aminopyrimidin-2-yl)-1,2,4,5-tetrazin-3-yl)methyl)phosphonate NC=1C=NC(=NC1)C1=NN=C(N=N1)CP(OCC)(OCC)=O